C[O-].[Ti+4].C[O-].C[O-].C[O-] titanium (IV) methoxide